tert-butyl 3-((5-bromo-3-cyanopyridin-2-yl) oxy)-8-azabicyclo-[3.2.1]octane-8-carboxylate BrC=1C=C(C(=NC1)OC1CC2CCC(C1)N2C(=O)OC(C)(C)C)C#N